2,5-difluoro-pyridine FC1=NC=C(C=C1)F